C(CCl)OCCCl 2,2-dichlorodiethyl ether